2-cyclohexyl-3-oxo-3-[(2-oxospiro[indoline-3,4'-tetrahydropyran]-6-yl)amino]-propionic acid ethyl ester C(C)OC(C(C(NC1=CC=C2C(=C1)NC(C21CCOCC1)=O)=O)C1CCCCC1)=O